NC1=NC(=CC(=N1)N1CC(C1)N(C(OC(C)(C)C)=O)C)C=1C(=NN(C1)CC(F)(F)F)C tert-butyl (1-(2-amino-6-(3-methyl-1-(2,2,2-trifluoroethyl)-1H-pyrazol-4-yl)pyrimidin-4-yl)azetidin-3-yl)(methyl)carbamate